(5-(4-(methoxymethyl)benzo[d]oxazol-2-yl)-8-(methylamino)-2,7-naphthyridin-3-yl)cyclopropanecarboxamide COCC1=CC=CC2=C1N=C(O2)C2=C1C=C(N=CC1=C(N=C2)NC)C2(CC2)C(=O)N